C(CCCCC)N(C[C@@H]([C@H]([C@@H]([C@@H](CO)O)O)O)O)CC#C (2R,3R,4R,5S)-6-(hexyl(prop-2-yn-1-yl)amino)hexane-1,2,3,4,5-pentaol